2-(difluoromethyl)-7-ethoxyimidazo[1,2-a]pyridine-6-carboxylic acid methyl ester COC(=O)C=1C(=CC=2N(C1)C=C(N2)C(F)F)OCC